tert-butyl (2R,3S,4S)-4-[(tert-butoxycarbonyl)oxy]-2-{[4-(1,1-difluoroethyl)phenyl]methyl}-3-hydroxypyrrolidine-1-carboxylate C(C)(C)(C)OC(=O)O[C@@H]1[C@H]([C@H](N(C1)C(=O)OC(C)(C)C)CC1=CC=C(C=C1)C(C)(F)F)O